C(C)OC(\C=C\C=1C(=NN(C1Cl)C)Br)=O (E)-3-(3-bromo-5-chloro-1-methyl-pyrazol-4-yl)prop-2-enoic acid ethyl ester